4-(4-(6-amino-5-(5-phenyloxazol-2-yl)pyridin-3-yl)-1H-pyrazol-1-yl)piperidine-1-carboxylic acid tert-butyl ester C(C)(C)(C)OC(=O)N1CCC(CC1)N1N=CC(=C1)C=1C=NC(=C(C1)C=1OC(=CN1)C1=CC=CC=C1)N